6-[1-(4-fluorophenyl)but-3-enylamino]-3-nitro-5-(trifluoromethyl)pyridine-2-carboxylic acid methyl ester COC(=O)C1=NC(=C(C=C1[N+](=O)[O-])C(F)(F)F)NC(CC=C)C1=CC=C(C=C1)F